(((1s,5R,7R,11R)-3,9-dibenzyl-5,7,11-tris(hydroxymethyl)-6,12-diphenyl-3,9-diaza-pentacyclo[6.4.0.02,7.04,11.05,10]dodec-1-yl)methyl)glycine C(C1=CC=CC=C1)N1C2C3(C(C4(C5N(C3C2(C(C5(C14)CO)C1=CC=CC=C1)CO)CC1=CC=CC=C1)CO)C1=CC=CC=C1)CNCC(=O)O